ClC1=C(C(=CC=C1Cl)OC)[C@H]1C[C@H](N(C1)C(=O)OC(C)(C)C)C=COC tert-butyl (2S,4R)-4-(2,3-dichloro-6-methoxyphenyl)-2-(2-methoxyethenyl)pyrrolidine-1-carboxylate